ClC=1C=C(C=CC1F)NC1=NC=NC2=CC(=C(C=C12)NC(C=C)=O)OCCCN1CCOCC1 N-(4-((3-chloro-4-fluorophenyl)amino)-7-(3-morpholinopropoxy)quinazolin-6-yl)acrylamide